formyl-furoic acid C(=O)C1=C(OC=C1)C(=O)O